5-(4-(3,3-Dimethylcyclopent-1-en-1-yl)pyrazolo[1,5-b]pyridazin-6-yl)pyrimidine-2,4(1H,3H)-dione CC1(C=C(CC1)C=1C=2N(N=C(C1)C=1C(NC(NC1)=O)=O)N=CC2)C